diethyl-1,3-cyclohexanediamine C(C)C1C(CCCC1N)(N)CC